(S)-N-(4-(1-Acetyl-2-methyl-1,2,3,4-tetrahydroquinolin-6-yl)benzyl)-6-(2-(difluoromethyl)-1H-benzo[d]imidazol-1-yl)-8-morpholinoimidazo[1,2-a]pyrazine-2-carboxamide C(C)(=O)N1[C@H](CCC2=CC(=CC=C12)C1=CC=C(CNC(=O)C=2N=C3N(C=C(N=C3N3CCOCC3)N3C(=NC4=C3C=CC=C4)C(F)F)C2)C=C1)C